Cl.Cl.NC1=NC2=CC=C(C(=C2C(N1)=O)SC1=CC=NC=C1)C 2-Amino-6-methyl-5-(4-pyridylsulfanyl)quinazolin-4(3H)-one dihydrochloride